C(C=C)C1(OC2=C(C(=CC=C2C2=C1C(=C(C=C2C)O)C)O)C)C 6-Allyl-4,6,7,10-tetramethyl-6H-benzo[c]chromene-3,8-diol